(2S,3S)-2-methyl-3-(methylsulfonylmethyl)azetidine hydrochloride Cl.C[C@@H]1NC[C@@H]1CS(=O)(=O)C